5-(isothiazol-5-yl)-7-methylpyrazolo[1,5-a]Pyrimidine-3-carboxylic acid S1N=CC=C1C1=NC=2N(C(=C1)C)N=CC2C(=O)O